11-sulfhydrylundecanesulfonic acid SCCCCCCCCCCCS(=O)(=O)O